6-Isopropyl-5-(8-methoxy-[1,2,4]triazolo[1,5-a]pyridin-6-yl)-1-(1-propylpiperidin-4-yl)-1,3-dihydro-2H-benzo[d]imidazol-2-on C(C)(C)C=1C(=CC2=C(N(C(N2)=O)C2CCN(CC2)CCC)C1)C=1C=C(C=2N(C1)N=CN2)OC